ClC=1C=C(C=CC1F)[C@@H]1CC[C@@H]2N(CCN(C2)C(=O)C=2C(=C3C(=NC2)SC=C3)Cl)C1 [(7S,9aS)-7-(3-chloro-4-fluorophenyl)-1,3,4,6,7,8,9,9a-octahydropyrido[1,2-a]pyrazin-2-yl]-(4-chlorothieno[2,3-b]pyridin-5-yl)methanone